C(C1=CC=CC=C1)NC(=S)N/N=C(\C)/C1=NC=CC=C1 (E)-N-benzyl-2-(1-(pyridin-2-yl)ethylidene)hydrazine-1-carbothioamide